6-((4-Bromo-2-fluorophenyl)amino)-N-((1,3-dihydroxypropan-2-yl)oxy)-7-fluoro-3-methylbenzofuran-5-carboxamide BrC1=CC(=C(C=C1)NC1=C(C2=C(C(=CO2)C)C=C1C(=O)NOC(CO)CO)F)F